rel-N-[(3S,4R)-7-ethyl-4-(([(1s,4S)-4-methylcyclohexyl]oxy)methyl)-6-oxo-1,3,4,6-tetrahydro-2H-quinolizin-3-yl]ethanesulfonamide C(C)C=1C(N2[C@H]([C@H](CCC2=CC1)NS(=O)(=O)CC)COC1CCC(CC1)C)=O |o1:5,6|